BrC=1C=CC(=C(C1)O)C=1C=2N(C(=NN1)N[C@H]1CN(CCC1)C(CO)C)C=CC2 5-bromo-2-(4-{[(3R)-1-(1-hydroxypropan-2-yl)piperidin-3-yl]amino}pyrrolo[1,2-d][1,2,4]triazin-1-yl)phenol